ClC=1C=C(C(=C2C=CN(C12)C(=O)OC(C)(C)C)CN1C(CN(CC1)CC(F)F)C1=CC=C(C=C1)C(=O)OC)OC tert-butyl 7-chloro-4-((4-(2,2-difluoroethyl)-2-(4-(methoxycarbonyl)phenyl)piperazin-1-yl)methyl)-5-methoxyindole-1-carboxylate